2-Amino-7-fluoro-4-(5-fluoro-3-((3R,4S)-3-hydroxy-4-((propan-2-yl-1,1,1,3,3,3-d6)amino)pyrrolidin-1-yl)-7,9-dihydrofuro[3,4-f]quinazolin-6-yl)thieno[3,2-c]pyridine-3-carbonitrile NC1=C(C=2C(=NC=C(C2S1)F)C=1C2=C(C=3C=NC(=NC3C1F)N1C[C@H]([C@H](C1)NC(C([2H])([2H])[2H])C([2H])([2H])[2H])O)COC2)C#N